tin propoxide [O-]CCC.[Sn+4].[O-]CCC.[O-]CCC.[O-]CCC